N-((3S,4S)-1-(imidazo[1,5-a]pyridine-8-carbonyl)-4-phenylpiperidin-3-yl)-1H-pyrazole-5-carboxamide C=1N=CN2C1C(=CC=C2)C(=O)N2C[C@H]([C@@H](CC2)C2=CC=CC=C2)NC(=O)C2=CC=NN2